CCN(CC)C1=CC(=C(C=C1)C(C2=CC=C(C=C2)C)C3=C(C=C(C=C3)N(CC)CC)C)C Bis(4-N,N-diethylamino-2-methylphenyl)-4-methylphenylmethane